3-((2-allyl-1-(6-(2-hydroxypropan-2-yl)pyridin-2-yl)-3-oxo-2,3-dihydro-1H-pyrazolo[3,4-d]pyrimidin-6-yl)amino)-N,N-dimethylbenzamide C(C=C)N1N(C2=NC(=NC=C2C1=O)NC=1C=C(C(=O)N(C)C)C=CC1)C1=NC(=CC=C1)C(C)(C)O